C(C)(C)(C)[Si](C)C tertiary butyl-dimethyl-silicon